NOCCCN 3-(aminooxy)propan-1-amine